ClC1=NC=2N([C@@](C(N(C2C=N1)CC)=O)(C)CC)CC (7S)-2-chloro-5,7,8-triethyl-7-methyl-7,8-dihydropteridin-6(5H)-one